NCC1(COC1)COC=1N=CC2=C(N1)C(=C(N=C2N2[C@H](CC2)C)C2=CC(=CC1=CC=C(C(=C21)C#C[Si](C(C)C)(C(C)C)C(C)C)F)O)F (S)-4-(2-((3-(aminomethyl)oxetan-3-yl)methoxy)-8-fluoro-5-(2-methyl-azetidin-1-yl)pyrido[4,3-d]pyrimidin-7-yl)-6-fluoro-5-((triisopropylsilyl)ethynyl)naphthalen-2-ol